tert-butyl-3-chloro-5-oxo-spiro[7H-cyclopenta[b]pyridine-6,4'-piperidine] C(C)(C)(C)N1CCC2(CC1)C(C=1C(=NC=C(C1)Cl)C2)=O